piperidine-1,4-dicarboxylic acid 1-(tert-butyl) 4-methyl ester COC(=O)C1CCN(CC1)C(=O)OC(C)(C)C